(2-amino-2-oxoethyl)-1H-imidazole-2-carboxylic acid NC(CN1C(=NC=C1)C(=O)O)=O